5-((4-methylbenzyl)oxy)-N-(prop-2-yn-1-yl)-1,2,3,4-tetrahydronaphthalen-1-amine CC1=CC=C(COC2=C3CCCC(C3=CC=C2)NCC#C)C=C1